N-(3-(benzo[d][1,3]dioxol-5-yl)-3-(2-methoxyphenyl)propyl)-N-benzyl-2-hydroxyacetamide O1COC2=C1C=CC(=C2)C(CCN(C(CO)=O)CC2=CC=CC=C2)C2=C(C=CC=C2)OC